5-bromo-N-((6-((3R,5S)-3,5-dimethylpiperazin-1-yl)-4-(trifluoromethyl)pyridin-2-yl)methyl)-7-tosyl-7H-pyrrolo[2,3-d]pyrimidin-4-amine BrC1=CN(C=2N=CN=C(C21)NCC2=NC(=CC(=C2)C(F)(F)F)N2C[C@H](N[C@H](C2)C)C)S(=O)(=O)C2=CC=C(C)C=C2